N-(4-(2-chloropyrimidin-4-yl)-2-methylbenzyl)-1-isopropyl-1H-pyrazole-4-carboxamide ClC1=NC=CC(=N1)C1=CC(=C(CNC(=O)C=2C=NN(C2)C(C)C)C=C1)C